2-[(2S)-4-[7-(8-chloronaphthalen-1-yl)-2-[[(2S)-1-methylpyrrolidin-2-yl]methoxy]-6,8-dihydro-5H-pyrido[3,4-d]pyrimidin-4-yl]-1-(2-fluoroprop-2-enoyl)piperazin-2-yl]acetonitrile ClC=1C=CC=C2C=CC=C(C12)N1CC=2N=C(N=C(C2CC1)N1C[C@@H](N(CC1)C(C(=C)F)=O)CC#N)OC[C@H]1N(CCC1)C